BrC=1C(=CC2=C(N(C=N2)CC2=CC=C(C=C2)OC)C1)OC 6-bromo-5-methoxy-1-(4-methoxybenzyl)-1H-benzo[d]imidazole